ClC1=C(C(=CC=2NC(=NC21)C(O)C2=CC=C(C=C2)S(=O)(=O)CC)Cl)C2=C(C=CC=C2)OCC(F)(F)F (4,6-dichloro-5-(2-(2,2,2-trifluoroethoxy)phenyl)-1H-benzo[d]imidazol-2-yl)(4-(ethylsulfonyl)phenyl)methanol